tert-butyl (E)-(4-((3-(4-(4-(dimethylamino)but-2-enamido)benzamido)phenyl)amino)-6-(1-(phenylsulfonyl)-1H-pyrrolo[2,3-b]pyridin-5-yl)pyrimidin-2-yl)carbamate CN(C/C=C/C(=O)NC1=CC=C(C(=O)NC=2C=C(C=CC2)NC2=NC(=NC(=C2)C=2C=C3C(=NC2)N(C=C3)S(=O)(=O)C3=CC=CC=C3)NC(OC(C)(C)C)=O)C=C1)C